FC1=NC=CC(=C1C(C1CN(C1)C(=O)OC(C)(C)C)O)I tert-butyl 3-((2-fluoro-4-iodopyridin-3-yl)(hydroxy)methyl)azetidine-1-carboxylate